6-(3-chloropropyl)-1,3-dimethyl-uracil ClCCCC1=CC(N(C(N1C)=O)C)=O